2-(2,6-dichlorobenzamido)-10-((1-methyl-5-oxo-4,5-dihydro-1H-imidazol-2-yl)amino)decanoic acid ClC1=C(C(=O)NC(C(=O)O)CCCCCCCCNC=2N(C(CN2)=O)C)C(=CC=C1)Cl